(1S,2R)-2-(5,6-dimethoxypyridin-3-yl)-1-(2-methoxy-5-methylphenyl)-N-(2-methylquinoline-5-sulfonyl)cyclopropane-1-carboxamide COC=1C=C(C=NC1OC)[C@@H]1[C@](C1)(C(=O)NS(=O)(=O)C=1C=2C=CC(=NC2C=CC1)C)C1=C(C=CC(=C1)C)OC